3-(spiro[2.2]pent-1-ylmethoxy)-1H-pyrazole C1(CC12CC2)COC2=NNC=C2